ClC1=C2N(C(C(=C1)NC1=CC(=NC=N1)NC(=O)C1CC1)=O)C1(CCC(CC1)(F)F)NC2=O N-[6-[(8-chloro-4',4'-difluoro-1,5-dioxo-spiro[2H-imidazo[1,5-a]pyridine-3,1'-cyclohexane]-6-yl)amino]pyrimidin-4-yl]cyclopropanecarboxamide